C(C)(C)(C)C1=NOC(=N1)C(=O)N[C@@H]1CCC2=CC(=CC=C12)B1OC(C(O1)(C)C)(C)C (R)-3-(tert-butyl)-N-(5-(4,4,5,5-tetramethyl-1,3,2-dioxaborolan-2-yl)-2,3-dihydro-1H-inden-1-yl)-1,2,4-oxadiazole-5-carboxamide